C[Si](CCC1CC2(OCCO2)CC=C1S(=O)(=O)C1=CC=CC=C1)(C)C trimethyl[2-[8-(phenylsulfonyl)-1,4-dioxaspiro-[4.5]dec-8-en-7-yl]ethyl]silane